CN1C(=NC2=C1C=CC(=C2)C(F)(F)F)C=2C(=NC=CC2)C(=N)N [1-Methyl-5-(trifluoromethyl)benzimidazol-2-yl]Pyridine-2-carboxamidine